ClC1=CC=C(C=C1)C1=NC2=CC=CC=C2C(=C1C1=CC=CC=C1)C(=O)O 2-(4-chlorophenyl)-3-phenyl-quinoline-4-carboxylic acid